3-bromo-7-(1H-indol-5-yl)-10-(2-morpholinoethyl)-10H-phenoxazine BrC=1C=CC=2N(C3=CC=C(C=C3OC2C1)C=1C=C2C=CNC2=CC1)CCN1CCOCC1